CC1(C(C(=CC2(CN(C2)C(=O)C=2N=NC=C(C2)C(F)(F)F)C1)C#N)=O)C 8,8-dimethyl-7-oxo-2-[5-(trifluoromethyl)pyridazine-3-carbonyl]-2-azaspiro[3.5]non-5-ene-6-carbonitrile